(E)-4-(2,6-difluorophenyl)-2-o-methoxystyryl-thiazole FC1=C(C(=CC=C1)F)C=1N=C(SC1)\C=C\C1=C(C=CC=C1)OC